ClC1=CC=C(C=C1)N1C(C=2C(=NC=3C=CC(=CC3C2C1=O)F)C)=O 2-(4-chlorophenyl)-8-fluoro-4-methyl-1H,2H,3H-pyrrolo[3,4-c]quinoline-1,3-dione